dimethyl-2-(5-fluoro-1,3-benzoxazol-2-ylamino)-1,3-benzoxazole-5-carboxamide CC1=CC2=C(N=C(O2)NC=2OC3=C(N2)C=C(C=C3)F)C(=C1C(=O)N)C